5-Bromouridine triphosphate P(O)(=O)(OP(=O)(O)OP(=O)(O)O)OC[C@@H]1[C@H]([C@H]([C@@H](O1)N1C(=O)NC(=O)C(=C1)Br)O)O